N1C(=CC=C1)O pyrrolyl alcohol